2-chloro-9-((1s,4s)-4-hydroxycyclohexyl)-7-methyl-7,9-dihydro-8H-purin-8-one ClC1=NC=C2N(C(N(C2=N1)C1CCC(CC1)O)=O)C